(S)-2-((4-((6-((4-cyano-2-fluorophenoxy)methyl)pyridin-2-yl)amino)piperidin-1-yl)methyl)-1-(oxetane-2-ylmethyl)-1H-benzo[d]imidazole-6-carboxylic acid methyl ester COC(=O)C=1C=CC2=C(N(C(=N2)CN2CCC(CC2)NC2=NC(=CC=C2)COC2=C(C=C(C=C2)C#N)F)C[C@H]2OCC2)C1